NC1=C(C(C(=O)O)=CC(=C1)[N+](=O)[O-])O 3-amino-5-nitrosalicylic acid